4-[(2R)-3-(3,4-dihydro-1H-isoquinolin-2-yl)-2-hydroxy-propyl]-8-((8-ethyl-8-azabicyclo[3.2.1]octan-3-yl)oxy)-2,3-dihydro-1,4-benzoxazepin-5-one C1N(CCC2=CC=CC=C12)C[C@H](CN1CCOC2=C(C1=O)C=CC(=C2)OC2CC1CCC(C2)N1CC)O